ClC=1C=CC=2C(=C3N(C2C1C=1C(=NN(C1C)C)C)[C@@H](CN(C3=O)C3=C1C=CC(=CC1=CC=C3)C(=O)O)C)CCCOC3=CC(=C(C(=C3)C)Cl)C (R)-5-(7-Chloro-10-(3-(4-chloro-3,5-dimethylphenoxy)propyl)-4-methyl-1-oxo-6-(1,3,5-trimethyl-1H-pyrazol-4-yl)-3,4-dihydropyrazino[1,2-a]indol-2(1H)-yl)-2-naphthoic Acid